1,1'-(2,2'-diethyl[1,1'-biphenyl]-4,4'-diyl)bis{4-hydroxy-3-[(E)-diazenyl]naphthalene-1-sulfonic acid} C(C)C1=C(C=CC(=C1)C1(CC(=C(C2=CC=CC=C12)O)\N=N\[H])S(=O)(=O)O)C1=C(C=C(C=C1)C1(CC(=C(C2=CC=CC=C12)O)\N=N\[H])S(=O)(=O)O)CC